C(C)(C)(C)OC(=O)N[C@@H](CC(C)C)C(=O)O.N[C@H](CC(=O)OC)C1=CC(=C(C=C1)OC)OCC methyl (R)-3-amino-3-(3-ethoxy-4-methoxyphenyl)propionate N-(tert-butoxycarbonyl)-L-leucine salt